O1[C@@H](CC1)CN1C(=NC2=C1C=C(C=C2)C(=O)O)CN2CCN(CC2)CC=2OC(=CC2)COC2=CC=CC=C2 (S)-1-(Oxetan-2-ylmethyl)-2-((4-((5-(phenoxymethyl)furan-2-yl)methyl)piperazin-1-yl)methyl)-1H-benzo[d]imidazole-6-carboxylic acid